C1(CC1)C1=CC(=NN1)NC1=NC(=NC=C1)N1CC2(C1)CCNC2 N-(5-cyclopropyl-1H-pyrazol-3-yl)-2-(2,7-diazaspiro[3.4]oct-2-yl)pyrimidin-4-amine